C[C@@H]1N(C[C@H](N(C1)C1CCOCC1)C)C(=O)N1C(C=2NN=C(C2C1)NC1=NC=CC(=N1)OC)(C)C 5-{[(2S,5R)-2,5-dimethyl-4-(tetrahydro-2H-pyran-4-yl)piperazin-1-yl]carbonyl}-N-(4-methoxypyrimidin-2-yl)-6,6-dimethyl-1,4,5,6-tetrahydropyrrolo[3,4-c]pyrazol-3-amine